C12CCC(CC1)N2C(=O)C=2N=C(SC2C=2C=NC(=CC2C(F)(F)F)NCC(C(F)(F)F)(C)C)C(=O)NCC(C)(C)O 4-((1s,4s)-7-azabicyclo[2.2.1]Heptane-7-carbonyl)-N-(2-hydroxy-2-methylpropyl)-5-(6-((3,3,3-trifluoro-2,2-dimethylpropyl)amino)-4-(trifluoromethyl)pyridin-3-yl)thiazole-2-carboxamide